4-((1S,2S)-2-(6-(2,4-dioxo-1,2,3,4-tetrahydropyrimidin-5-yl)-3-fluoroimidazo[1,2-b]pyridazin-8-yl)cyclopropyl)-3-fluorobenzonitrile O=C1NC=C(C(N1)=O)C=1C=C(C=2N(N1)C(=CN2)F)[C@@H]2[C@H](C2)C2=C(C=C(C#N)C=C2)F